methyl 2-ethyl-5-((3-fluorobenzyl)oxy)benzofuran-3-carboxylate C(C)C=1OC2=C(C1C(=O)OC)C=C(C=C2)OCC2=CC(=CC=C2)F